1-(2-aminoethyl)-1-(1-(4-fluorophenyl)ethyl)-3-(isoquinolin-5-yl)urea NCCN(C(=O)NC1=C2C=CN=CC2=CC=C1)C(C)C1=CC=C(C=C1)F